C(#N)C=1C=C(COC2=C(CN[C@H](C(=O)O)C(C)O)C=C(C(=C2)OCC=2C(=C(C=CC2)C2=C(C(=CC=C2)C2=NOC(=N2)CO)C)C)[N+](=O)[O-])C=CC1 (2S)-2-((2-((3-cyanobenzyl)oxy)-4-((3'-(5-(hydroxymethyl)-1,2,4-oxadiazol-3-yl)-2,2'-dimethyl-[1,1'-biphenyl]-3-yl)methoxy)-5-nitrobenzyl)amino)-3-hydroxybutyric acid